CN1C(C2=C(C(=C1)B(O)O)C=CN2COCC[Si](C)(C)C)=O (6-methyl-7-oxo-1-((2-(trimethylsilyl)ethoxy)methyl)-6,7-dihydro-1H-pyrrolo[2,3-c]pyridin-4-yl)boronic acid